2-Chloro-5-fluoro-3-methoxy-6-methylpyridine ClC1=NC(=C(C=C1OC)F)C